Methyl ((S)-1-((2S,4R)-2-(((S)-6,6-difluoro-1-(methylamino)-1,2-dioxoheptan-3-yl)carbamoyl)-4-(trifluoromethyl)pyrrolidin-1-yl)-3,3-dimethyl-1-oxobutan-2-yl)carbamate FC(CC[C@@H](C(C(=O)NC)=O)NC(=O)[C@H]1N(C[C@@H](C1)C(F)(F)F)C([C@H](C(C)(C)C)NC(OC)=O)=O)(C)F